(E)-4-(1-(2,6-dioxopiperidin-3-yl)-3-methyl-2-oxo-2,3-dihydro-1H-benzo[d]Imidazol-4-yl)but-3-enoic acid tert-butyl ester C(C)(C)(C)OC(C\C=C\C1=CC=CC=2N(C(N(C21)C)=O)C2C(NC(CC2)=O)=O)=O